CC1=NOC2=C1C=C(C=C2)C(=O)OC methyl 3-methylbenzo[d]isoxazole-5-carboxylate